(2R)-2-{5-methyl-2-[trans-4-(trifluoromethyl)cyclohexyl]pyrazolo[1,5-a]pyrimidin-7-yl}morpholine-4-carboxylic acid tert-butyl ester C(C)(C)(C)OC(=O)N1C[C@@H](OCC1)C1=CC(=NC=2N1N=C(C2)[C@@H]2CC[C@H](CC2)C(F)(F)F)C